6-chloro-N-(3-methyl-4-(quinoxalin-6-yloxy)phenyl)pyrido[3,2-d]pyrimidin-4-amine ClC=1C=CC=2N=CN=C(C2N1)NC1=CC(=C(C=C1)OC=1C=C2N=CC=NC2=CC1)C